6-methyl-7-((6-methyl-5-(trifluoromethyl)pyridin-2-yl)oxy)-2-azaspiro[3.5]nonane-2-carboxylate CC1CC2(CN(C2)C(=O)[O-])CCC1OC1=NC(=C(C=C1)C(F)(F)F)C